6-Chloro-N-(4-(imidazo[1,2-b]pyridazin-7-yloxy)-3-methylphenyl)pyrido[3,2-d]pyrimidin-4-amine ClC=1C=CC=2N=CN=C(C2N1)NC1=CC(=C(C=C1)OC1=CC=2N(N=C1)C=CN2)C